5-(3,5-dichloro-4-hydroxybenzoamido)-N-(2-fluorobenzyl)-3-methylisothiazole-4-carboxamide ClC=1C=C(C(=O)NC2=C(C(=NS2)C)C(=O)NCC2=C(C=CC=C2)F)C=C(C1O)Cl